arginine sulfamate salt S(N)(O)(=O)=O.N[C@@H](CCCNC(N)=N)C(=O)O